Cl.CN1C(=NC2=C1C=CC(=C2)C(=O)N2C[C@@H](CCC2)N)C=2N(C1=CC=CC=C1C2)CC(F)(F)F (3R)-1-({1-methyl-2-[1-(2,2,2-trifluoroethyl)-1H-indol-2-yl]-1H-benzimidazol-5-yl}carbonyl)-3-piperidinamine hydrochloride salt